C1=C(C=CC2=CC=CC=C12)C1(CC1)NC(C(C)(C)C)=O N-(1-(2-naphthyl)cyclopropyl)pivaloamide